[N+](=O)([O-])C1=C(N)C=CC(=C1)C=1C=NC=CC1 2-nitro-4-(3-pyridyl)aniline